(S)-1-(4-bromophenyl)-2,2,2-trifluoroethan-1-ol BrC1=CC=C(C=C1)[C@@H](C(F)(F)F)O